FC1=C2C=CC=NC2=CC=C1NC1=NC=NC2=CC(=CC(=C12)O[C@H](C(=O)N1CCOCC1)C)C=1C=NN(C1)C (S)-2-((4-((5-fluoroquinolin-6-yl)amino)-7-(1-methyl-1H-pyrazol-4-yl)quinazolin-5-yl)oxy)-1-morpholinopropan-1-one